ortho-chlorobenzonitrile ClC1=C(C#N)C=CC=C1